IC1=CC(=C(C=C1)C=1OC(=NN1)C1=NC(=NC(=C1)C)OCCC(F)(F)F)N1CCC2(CC2)CC1 2-(4-iodo-2-(6-azaspiro[2.5]octane-6-yl)phenyl)-5-(6-methyl-2-(3,3,3-Trifluoropropoxy)pyrimidin-4-yl)-1,3,4-oxadiazole